(3S,4S)-8-(8-(2,3-dichlorophenyl)-7-methylimidazo[1,2-c]pyrimidin-5-yl)-3-methyl-2-oxa-8-azaspiro[4.5]decan-4-amine ClC1=C(C=CC=C1Cl)C=1C=2N(C(=NC1C)N1CCC3([C@@H]([C@@H](OC3)C)N)CC1)C=CN2